4-(1-ethoxyvinyl)-1,6-dimethyl-1H-pyrazolo[3,4-d]pyrimidine C(C)OC(=C)C1=C2C(=NC(=N1)C)N(N=C2)C